5-Phenyl-1H-pyrazole-3-carboxylic acid {2-oxo-2-[4-(pyridin-4-yloxy)-piperidin-1-yl]-ethyl}-amide O=C(CNC(=O)C1=NNC(=C1)C1=CC=CC=C1)N1CCC(CC1)OC1=CC=NC=C1